3-Vinyl-5-methyl-1,3-oxazolidin-2-on C(=C)N1C(OC(C1)C)=O